(R)-3-((5-chloro-1H-indol-2-yl)methyl)-1-(1-(isoxazole-5-carbonyl)piperidin-3-yl)-1-methylurea ClC=1C=C2C=C(NC2=CC1)CNC(N(C)[C@H]1CN(CCC1)C(=O)C1=CC=NO1)=O